C1(CC1)NC(C1=C(C=C(C=C1OC)C1=CN=C2N1C=CC(=C2)OCCC2N(CCC2)C(C)C)OC(F)F)=O N-cyclopropyl-2-(difluoromethoxy)-4-[7-[2-(1-isopropylpyrrolidin-2-yl)ethoxy]imidazo[1,2-a]pyridin-3-yl]-6-methoxy-benzamide